FC(OC1=CC=CC=2C(N([C@H]3C=4N([C@@H](C21)C3)C3=C(N4)C=CC(=C3)C#CC=3N=NN(C3)C)C([2H])([2H])[2H])=O)F (7R,14R)-1-(difluoromethoxy)-6-(methyl-d3)-11-((1-methyl-1H-1,2,3-triazol-4-yl)ethynyl)-6,7-dihydro-7,14-methanobenzo[f]benzo[4,5]imidazo[1,2-a][1,4]diazocin-5(14H)-one